O1CCN(CC1)CCNC1=C(C=C(C=C1)NC1(COC1)C1=CC=CC=C1)C(F)(F)F N1-(2-morpholinoethyl)-N4-(3-phenyloxetan-3-yl)-2-(trifluoromethyl)benzene-1,4-diamine